9-Ethyl-6,6-dimethyl-8-(4-morpholinopiperidin-1-yl)-3-(prop-1-yl)-5,6-dihydro-11H-benzo[b]carbazol-11-one C(C)C1=CC2=C(C(C=3NC4=CC(=CC=C4C3C2=O)CCC)(C)C)C=C1N1CCC(CC1)N1CCOCC1